2,6-dichlorobromobenzene C1=CC(=C(C(=C1)Cl)Br)Cl